ClC1=NC=2C(CN(CC2C=C1)C(=O)OC(C)(C)C)O Tert-butyl 2-Chloro-8-hydroxy-7,8-dihydro-1,6-naphthyridin-6(5H)-carboxylate